N1C=C(C2=CC=CC=C12)NC(=O)N1CC2=CC=C(C=C2CC1)C1=CC=CC2=CC=CC=C12 N-(1H-indol-3-yl)-6-(naphthalen-1-yl)-3,4-dihydroisoquinoline-2(1H)-carboxamide